(S)-N-((7-fluoro-1H-pyrrolo[3,2-c]pyridin-2-yl)methyl)-7-((phenoxathiine-3-carbonyl)glycyl)-1,4-dioxa-7-azaspiro[4.4]nonane-8-carboxamide FC=1C2=C(C=NC1)C=C(N2)CNC(=O)[C@H]2N(CC1(OCCO1)C2)C(CNC(=O)C=2C=CC=1SC3=CC=CC=C3OC1C2)=O